NCCCC1CC2(C1)CCN(CC2)C(=O)OC(C)(C)C tert-butyl 2-(3-aminopropyl)-7-azaspiro[3.5]nonane-7-carboxylate